2-chloro-5-(2,2-dimethylcyclopropyl)pyridine ClC1=NC=C(C=C1)C1C(C1)(C)C